C(N)(OC1C(N(C1)NC1=C2C(=NC=C1[N+](=O)[O-])N(C=C2)S(=O)(=O)C2=CC=C(C)C=C2)C(C)(C)C)=O (tert-butyl 1-((5-nitro-1-tosyl-1H-pyrrolo[2,3-b]pyridin-4-yl) amino) azetidin-3-yl) carbamate